(propyl-1-cyclopentadienyl)(tetramethylcyclopentadienyl)zirconium C(CC)C1=C(CC=C1)[Zr]C1(C(=C(C(=C1)C)C)C)C